myristoyl-ethyl-trimethyl-ammonium methyl-sulfate (R*)-Benzyl-11,11-difluoro-9-hydroxy-3,4,8,9,10,11-hexahydro-1H-pyrido[4',3':3,4]pyrazolo[1,5-a]azepine-2(7H)-carboxylate C(C1=CC=CC=C1)OC(=O)N1CC=2C(=NN3C2C(C[C@@H](CC3)O)(F)F)CC1.COS(=O)(=O)[O-].C(CCCCCCCCCCCCC)(=O)C[N+](C)(C)CC |o1:19|